(R)-6-cyclopropyl-4-((1-(3-(difluoromethyl)-2-fluorophenyl)ethyl)amino)-1-(1H-1,2,4-triazol-1-yl)pyrido[3,4-d]pyridazin-7(6H)-one C1(CC1)N1C=C2C(=NN=C(C2=CC1=O)N1N=CN=C1)N[C@H](C)C1=C(C(=CC=C1)C(F)F)F